gamma-glycidoxypropyl-methyl-diethoxysilicon C(C1CO1)OCCC[Si](OCC)(OCC)C